[I-] The molecule is a halide anion and a monoatomic iodine. It has a role as a human metabolite. It is a conjugate base of a hydrogen iodide.